monomethyl-2,6-dimethyl-4-(3-nitrophenyl)-1,4-dihydropyridine-3,5-dicarboxylic acid CN1C(=C(C(C(=C1C)C(=O)O)C1=CC(=CC=C1)[N+](=O)[O-])C(=O)O)C